C(#N)C1=NC(=C(C(=O)NC2=NC(=CC=C2)C=2N3C(=NN2)CC[C@@H]3C)C=C1)OC (S)-6-cyano-2-methoxy-N-(6-(5-methyl-6,7-dihydro-5H-pyrrolo[2,1-c][1,2,4]triazol-3-yl)pyridin-2-yl)nicotinamide